(6R)-6-amino-2,4-dimethyl-7,8-dihydro-6H-pyrazolo[1,5-a][1,3]diazepin-5-one N[C@H]1C(N(C=2N(CC1)N=C(C2)C)C)=O